3-(2-methoxyethyl)-2-oxo-2,3-dihydro-1,3-benzoxazol COCCN1C(OC2=C1C=CC=C2)=O